4-bromo-1-((1-methylazetidin-3-yl)methyl)-3-(trifluoromethyl)-1H-pyrazole BrC=1C(=NN(C1)CC1CN(C1)C)C(F)(F)F